NC=1C=C(C=C(C1)F)NS(=O)(=O)C N-(3-amino-5-fluorophenyl)methanesulfonamide